tert-Butyl 3-[[3-(trifluoromethylsulfonyl)phenyl]]azetidine-1-carboxylate FC(S(=O)(=O)C=1C=C(C=CC1)C1CN(C1)C(=O)OC(C)(C)C)(F)F